BrC=1C=CC=C2C(CC(C12)=O)(C)C 7-Bromo-3,3-dimethyl-2H-indene-1-one